(2S,5S)-N-(6-bromo-3-methylpyridin-2-yl)-5-methylpyrrolidine-2-carboxamide hydrochloride Cl.BrC1=CC=C(C(=N1)NC(=O)[C@H]1N[C@H](CC1)C)C